BrC1=C(OC(=C1)C)I 3-bromo-2-iodo-5-methylfuran